tert-butyl (2-((1-(3-chloro-2-fluorophenyl)propyl)(propyl)amino)ethyl)carbamate ClC=1C(=C(C=CC1)C(CC)N(CCNC(OC(C)(C)C)=O)CCC)F